[Mo].N1=CC=CC=C1.N1=CC=CC=C1 bis(pyridine) molybdenum